(E)-N'-(4-bromo-2-cyano-3-fluorophenyl)-N,N-dimethylmethanimidamide BrC1=C(C(=C(C=C1)/N=C/N(C)C)C#N)F